FC=1C=C(C(=NC1)OC)[C@@H](C)NC=1C=CC=2N(N1)C(=CN2)C2=NC=CC(=C2)CCO (R)-2-(2-(6-((1-(5-fluoro-2-methoxypyridin-3-yl)ethyl)amino)imidazo[1,2-b]pyridazin-3-yl)pyridin-4-yl)ethan-1-ol